dimethyltrifluoromethyl-silicon C[Si](C(F)(F)F)C